(2R)-2-(5-fluoro-2-methoxypyridin-4-yl)-1-{7-methyl-6-[1-methyl-5-(trifluoromethyl)-1H-1,2,4-triazol-3-yl]-3,4-dihydro-1H-spiro[1,8-naphthyridine-2,3'-pyrrolidin]-1'-yl}propan-1-one FC=1C(=CC(=NC1)OC)[C@H](C(=O)N1CC2(CC1)NC1=NC(=C(C=C1CC2)C2=NN(C(=N2)C(F)(F)F)C)C)C